[Na].NC1=C(C(=NN1C1=C(C=C(C=C1Cl)C(F)(F)F)Cl)C#N)S(=O)(=O)C(Cl)(Cl)Cl 5-amino-4-trichloromethanesulfonyl-3-cyano-1-(2,6-dichloro-4-trifluoromethylphenyl)pyrazole sodium